6,6-Difluoro-1-(2-isopropyl-6-methylphenyl)pyrido[2,3-d]pyrimidine-2,4,5,7(1H,3H,6H,8H)-tetraone FC1(C(C2=C(N(C(NC2=O)=O)C2=C(C=CC=C2C)C(C)C)NC1=O)=O)F